benzyl (R)-6-(2-((tert-butoxycarbonyl)amino)-3-phenylpropoxy)-3-fluoroquinoline-5-carboxylate C(C)(C)(C)OC(=O)N[C@@H](COC1=C(C=2C=C(C=NC2C=C1)F)C(=O)OCC1=CC=CC=C1)CC1=CC=CC=C1